ClC1=C(C(=C(C=C1OC)OC)Cl)C=1C=C2C=NC(=NC2=CC1)N[C@H]1C[C@H](N(C1)C(C=C)=O)CO 1-((2S,4S)-4-((6-(2,6-dichloro-3,5-dimethoxyphenyl)quinazolin-2-yl)amino)-2-(hydroxymethyl)pyrrolidin-1-yl)prop-2-en-1-one